COC(=O)C1=CC=CC2=C(C(NC=C12)OS(=O)(=O)C(F)(F)F)F.N1=C(C=CC=C1)CCCC1=NC=CC=C1 1,3-di(pyridine-2-yl)propane methyl-4-fluoro-3-(((trifluoromethyl)sulfonyl)oxy)-2,3-dihydroisoquinoline-8-carboxylate